3,4-dihydroxyproline OC1[C@H](NCC1O)C(=O)O